(2R,3R,4S)-2-(8-(Hex-1-yn-1-yl)-6-(methylamino)-2-(thiophen-2-yl)-9H-purin-9-yl)tetrahydrothiophene-3,4-diol C(#CCCCC)C=1N(C2=NC(=NC(=C2N1)NC)C=1SC=CC1)[C@@H]1SC[C@H]([C@H]1O)O